CN(C1=C(C=C(C=C1[N+](=O)[O-])[N+](=O)[O-])[N+](=O)[O-])[N+](=O)[O-] The molecule is a nitramine that is methylamine in which one of the hydrogens attached to the nitrogen is substituted by a nitro group while the other is substituted by a 2,4,6-trinitrophenyl group. A yellow crystalline powder, it is a high explosive, capable of being detonated by friction, shock, or a spark. It has a role as an explosive.